N[C@H]([C@@H](CN(S(=O)(=O)C1=CC=C(C=C1)[N+](=O)[O-])CC(C)C)O)CC1=CC=CC=C1 N-((2R,3S)-3-amino-2-hydroxy-4-phenylbutyl)-N-isobutyl-4-nitrobenzenesulfonamide